(2s,4s)-2-(4-(3-methyl-5-(trifluoromethoxy)phenyl)piperidine-1-carbonyl)-7-oxa-5-azaspiro[3.4]octan-6-one CC=1C=C(C=C(C1)OC(F)(F)F)C1CCN(CC1)C(=O)C1CC2(C1)NC(OC2)=O